N-carbamimidoyl-2-(2,6-dimethyl-3-(pyrimidin-2-yl)phenyl)acetamide C(N)(=N)NC(CC1=C(C(=CC=C1C)C1=NC=CC=N1)C)=O